1,3-dimethyl-3-(N,N-dimethylaminosulfonylmethyl)-5-trifluoromethyl-2-oxo-indole CN1C(C(C2=CC(=CC=C12)C(F)(F)F)(CS(=O)(=O)N(C)C)C)=O